ClC1=CC(=NN1C)[C@@H]1[C@H](C(N(C1)C)=O)C(=O)NC1=C(C(=CC=C1)F)F (3s,4r)-4-(5-chloro-1-methyl-pyrazol-3-yl)-N-(2,3-difluorophenyl)-1-methyl-2-oxo-pyrrolidine-3-carboxamide